3-methoxy-4-((3-(7-((1-methylpiperidin-4-yl)amino)-3-(thiazol-4-yl)benzofuran-2-yl)prop-2-yn-1-yl)amino)benzene COC=1C=CC=CC1NCC#CC=1OC2=C(C1C=1N=CSC1)C=CC=C2NC2CCN(CC2)C